5-[1-[[5-[5-(difluoromethyl)-1,3,4-oxadiazol-2-yl]thiophen-2-yl]methyl]triazol-4-yl]-1,3-dihydropyrrolo[2,3-b]pyridin-2-one FC(C1=NN=C(O1)C1=CC=C(S1)CN1N=NC(=C1)C=1C=C2C(=NC1)NC(C2)=O)F